COC1=NC=CC(=C1CSC=1NC(C2=C(N1)CCC2)=O)OC 2-{[(2,4-dimethoxypyridin-3-yl)methyl]sulfanyl}-3H,5H,6H,7H-cyclopenta[d]pyrimidin-4-one